ClC1=CC=C(CNC(=O)N2[C@H](CN(CC2)C=2C=NN3C2C=CC(=C3)C=3C=NN(C3)C)C)C=C1 (S)-N-(4-chlorobenzyl)-2-methyl-4-(6-(1-methyl-1H-pyrazol-4-yl)pyrazolo[1,5-a]pyridin-3-yl)piperazine-1-carboxamide